4-((4-methylpiperazin-1-yl)(1-phenethyl-1H-tetrazol-5-yl)methyl)benzonitrile CN1CCN(CC1)C(C1=CC=C(C#N)C=C1)C1=NN=NN1CCC1=CC=CC=C1